2-(3-methoxy-2,6-dimethylbenzyl)-6-methyl-5-(pyrrolidin-1-yl)pyridazine-3(2H)-thione COC=1C(=C(CN2N=C(C(=CC2=S)N2CCCC2)C)C(=CC1)C)C